2',3-dichloro-5'-cyclopropyl-4-((3,5-difluoropyridin-2-yl)methoxy)-6-methyl-2H-[1,4'-bipyridine]-2-one ClC1=NC=C(C(=C1)N1C(C(=C(C=C1C)OCC1=NC=C(C=C1F)F)Cl)=O)C1CC1